2-(benzyloxy)-4-iodo-5-[(2-methoxyethoxy)methoxy]pyridine 2-Bromo-1-isopropyl-3,6,8,9-tetrahydro-7H-pyrrolo[3,2-f]isoquinoline-7-carboxylate BrC1=C(C2=C3CCN(CC3=CC=C2N1)C(=O)O)C(C)C.C(C1=CC=CC=C1)OC1=NC=C(C(=C1)I)OCOCCOC